2-(3,4-dichlorophenyl)oxazole-5-carboxylic acid ethyl ester C(C)OC(=O)C1=CN=C(O1)C1=CC(=C(C=C1)Cl)Cl